C[C@H]1N(C(OC1)=O)C=1C=C2C=C(N=CC2=CC1)NC(=O)C1CC1 |o1:1| (R or S)-N-(6-(4-methyl-2-oxooxazolidin-3-yl)isoquinolin-3-yl)cyclopropanecarboxamide